ClC=1C=C(C(=O)NC=2C=C3C(=NC(=NC3=CC2)C2=CC3=CC=CC=C3C=C2)NC2=CC(=C(C=C2)F)Cl)C=CC1Cl 3,4-Dichloro-N-(4-((3-chloro-4-fluorophenyl)amino)-2-(naphthalen-2-yl)quinazolin-6-yl)benzamide